BrC1=C(N=CS1)C(CCO[Si](C)(C)C(C)(C)C)OC1OCC1 5-bromo-4-[3-[(tert-butyldimethylsilyl)oxy]-1-(oxetan-2-yloxy)propyl]-1,3-thiazole